BrC=1C(=NC(=CN1)C=1N=NN(C1COC1OCCCC1)C)CO (3-bromo-6-(1-methyl-5-(((tetrahydro-2H-pyran-2-yl)oxy)methyl)-1H-1,2,3-triazol-4-yl)pyrazin-2-yl)methanol